NCCCC(CCNCC(CN1CCN(CC1)CC(CNCCC(CCCCCCCCCCC)CCCN)O)O)CCCCCCCCCCC 1,4-bis[(3-(3-aminopropyl)-myristylamino)-2-hydroxy-propyl]piperazine